4-[(8-{3-[(ethane-sulfonyl)methyl]azetidin-1-yl}isoquinolin-3-yl)amino]pyrimidin C(C)S(=O)(=O)CC1CN(C1)C=1C=CC=C2C=C(N=CC12)NC1=NC=NC=C1